S-thiophenylhydroxylamine S1(C=CC=C1)NO